3-[2-({1-[3-(difluoromethyl)(2-pyridyl)]-isopropyl}amino)pyrimidin-5-yl]-4-fluorobenzamide FC(C=1C(=NC=CC1)C(C)(C)NC1=NC=C(C=N1)C=1C=C(C(=O)N)C=CC1F)F